OC=1C(C2=C(C=C(C(=C2C(C1)=O)O)O)O)=O 2,5,6,8-tetrahydroxy-1,4-naphthoquinone